lithium 2,4-pentanedione CC(CC(C)=O)=O.[Li]